6-[5-[[(4-chloro-2,3-dihydro-1H-inden-2-yl)amino]methyl]-2-oxo-1,3-oxazolidin-3-yl]-4H-pyrido[3,2-b][1,4]oxazin-3-one ClC1=C2CC(CC2=CC=C1)NCC1CN(C(O1)=O)C=1C=CC=2OCC(NC2N1)=O